C(C)(C)(C)OC(N[C@@H]1CC(CC1)C1=C2C(=C(NC2=C(C=C1F)C(N)=O)C)C)=O ((1S)-3-(7-carbamoyl-5-fluoro-2,3-dimethyl-1H-indol-4-yl)cyclopentyl)carbamic acid tert-butyl ester